1,3,3,4,4,5,5-heptafluoro-2-(1,1,1,3,3,3-hexafluoro-2-(trifluoromethyl)propan-2-yl)cyclopent-1-ene FC1=C(C(C(C1(F)F)(F)F)(F)F)C(C(F)(F)F)(C(F)(F)F)C(F)(F)F